C(=O)O.CSC=1N(C(N(C(N1)=O)C1=CN=CC2=CC=CC(=C12)C=1C=C(C(=O)OC)C=CC1)=O)CC1=C(C=C(C(=C1)F)F)F methyl 3-(4-(4-(methylthio)-2,6-dioxo-3-(2,4,5-trifluorobenzyl)-3,6-dihydro-1,3,5-triazin-1(2H)-yl)isoquinolin-5-yl)benzoate formate